2-(3-(3-chloro-4-fluorophenyl)-1-(1-(1-oxo-1,2-dihydroisoquinolin-4-yl)ethyl)ureido)acetamide ClC=1C=C(C=CC1F)NC(N(C(C)C1=CNC(C2=CC=CC=C12)=O)CC(=O)N)=O